FC1=C(N=C(S1)N(/N=C/C1=C(C=CC=C1)C(=O)O)C)C1=C(C=CC=C1)Cl (E)-5-fluoro-4-(2-chlorophenyl)-2-[1-methyl-2-(2-carboxybenzylidene)hydrazino]thiazole